8-methyl-7-[5-methyl-1-(oxan-2-yl)indazol-4-yl]-4-[(2R)-2-methylazetidin-1-yl]-2-(methylsulfanyl)pyrano[4,3-d]pyrimidin-5-one CC1=C(OC(C2=C1N=C(N=C2N2[C@@H](CC2)C)SC)=O)C2=C1C=NN(C1=CC=C2C)C2OCCCC2